N-(2-methyl-5-morpholino-phenyl)-2-[3-methyl-5-(1-piperidylsulfonyl)indol-1-yl]propanamide CC1=C(C=C(C=C1)N1CCOCC1)NC(C(C)N1C=C(C2=CC(=CC=C12)S(=O)(=O)N1CCCCC1)C)=O